1-(2-(1-(trans-3-(aminomethyl)cyclobutyl)-3-cyclopropyl-1H-pyrazol-4-yl)quinoxalin-6-yl)azetidin-3-ol NC[C@@H]1C[C@H](C1)N1N=C(C(=C1)C1=NC2=CC=C(C=C2N=C1)N1CC(C1)O)C1CC1